5,6-dichloroisatin ClC=1C=C2C(C(NC2=CC1Cl)=O)=O